C1(CCCC1)N1C(C(N(C=2C=NC(=NC12)NC1=C(C=C(C(=O)NC2CCN(CC2)CCOCCC2CCN(CC2)C(=O)OC(C)(C)C)C=C1)OC)C)=O)CC tert-butyl 4-[2-[2-[4-[[4-[(8-cyclopentyl-7-ethyl-5-methyl-6-oxo-7H-pteridin-2-yl)amino]-3-methoxy-benzoyl]amino]-1-piperidyl]ethoxy]ethyl]piperidine-1-carboxylate